CN(C(CCOCCOCCNC(CNC(OC)=O)=O)=O)C(C(=O)O)C 17,18-dimethyl-3,6,16-trioxo-2,10,13-trioxa-4,7,17-triaza-nonadecane-19-oic acid